Ethyl 2-ethoxypyrazolo[1,5-a]pyrazine-3-carboxylate C(C)OC1=NN2C(C=NC=C2)=C1C(=O)OCC